R-3-amino-1,2-propanediol NC[C@H](CO)O